P(=O)(OCCCN1C(N(C(C=2N(C(=NC12)CC1=CC=C(C=C1)Cl)C)=O)CC#C)=O)(O)O 3-(8-(4-Chlorobenzyl)-7-methyl-2,6-dioxo-1-(prop-2-yn-1-yl)-1,2,6,7-tetrahydro-3H-purin-3-yl)propyl dihydrogen phosphate